FC(C(=O)O)(F)F.N1CC(C1)CN1CC(C1)OC (azetidin-3-ylmethyl)-3-methoxyazetidine trifluoroacetate salt